C1(CC1)S(=O)(=O)NC=1SC=C(N1)C(C(=O)NC1=NC=C(C=C1)C1=CC(=CC=C1)C(C)(C)O)(C)C 2-(2-(cyclopropanesulfonamido)thiazol-4-yl)-N-(5-(3-(2-hydroxypropan-2-yl)phenyl)pyridin-2-yl)-2-methylpropanamide